C(C)(=O)N1CC=2N(CC1)N=C(C2C2=CC(=NC=C2)NC(CC=2OC=CC2)=O)C2=CC=C(C=C2)F N-(4-(5-acetyl-2-(4-fluorophenyl)-4,5,6,7-tetrahydropyrazolo[1,5-a]pyrazin-3-yl)pyridin-2-yl)-2-(furan-2-yl)acetamide